methyl (E)-2-(((dimethylamino)methylene)amino)-4-methoxybenzoate CN(C)\C=N\C1=C(C(=O)OC)C=CC(=C1)OC